C1(CC1)C([C@H](NC(=O)C1=CC=NN1CC)C=1N=C2N(N=C(C=C2)C(COC)C2(C(NC[C@@H](C2)C(F)(F)F)=O)C(=O)O)C1)C1CC1 (5R)-3-(1-(2-((S)-2,2-dicyclopropyl-1-(1-ethyl-1H-pyrazole-5-carboxamido)ethyl)imidazo[1,2-b]pyridazin-6-yl)-2-methoxyethyl)-2-oxo-5-(trifluoromethyl)piperidine-3-carboxylic acid